Cl.C(#N)CC1CN(CCN1)C1=NC(=C(C=2CN(CCC12)C1=CC=CC2=CC=CC=C12)C#N)N1CC(OC(C1)C)C 1-(3-(cyanomethyl)piperazin-1-yl)-3-(2,6-dimethylmorpholino)-6-(naphthalen-1-yl)-5,6,7,8-tetrahydro-2,6-naphthyridine-4-carbonitrile Hydrochloride